5-chloro-N-[(furan-2-yl)methyl]-3-methyl-2-[(2S)-2-(methylamino)propyl]thieno[3,2-b]pyridin-7-amine ClC1=CC(=C2C(=N1)C(=C(S2)C[C@H](C)NC)C)NCC=2OC=CC2